N-[2-(4-nitrophenyl)-2-trimethylsilyl-vinyl]-acetamide [N+](=O)([O-])C1=CC=C(C=C1)C(=CNC(C)=O)[Si](C)(C)C